FC1C(CCCC1)(F)F trifluorocyclohexane